ClC1=CC=2C(=CC3=CC=CC=C3C2C=C1)C1=CC=CC2=CC=CC=C12 2-chloro-10-(naphthalen-1-yl)phenanthrene